ClC1=CC=C(C=C1)[C@@H](NC(=O)[C@@H]1CNC(O1)=O)C=1C=NC(=CC1)OC |o1:7| (S)-N-((R or S)-(4-chlorophenyl)(6-methoxypyridin-3-yl)methyl)-2-oxooxazolidine-5-carboxamide